tert-butyl N-[2-[trans-7-allyloxy-4-(dimethylcarbamoyl)-5,8-methano-6-oxo-4,8-dihydrothieno[2,3-e][1,3]diazepin-3-yl]ethyl]-N-(N-tert-butoxycarbonylcarbamimidoyl)carbamate C(C=C)ON1C(N2[C@@H](C3=C([C@H]1C2)SC=C3CCN(C(OC(C)(C)C)=O)C(NC(=O)OC(C)(C)C)=N)C(N(C)C)=O)=O